6-Isopropyl-2-methyl-1H-indole C(C)(C)C1=CC=C2C=C(NC2=C1)C